1-(2-(2-amino-4-(3-amino-1H-indazol-5-yl)pyridin-3-yl)ethyl)cyclohexan-1-ol 2-methylbutyl-2-(formyloxy)benzoate CC(CC=1C(=C(C(=O)OC2(CCCCC2)CCC=2C(=NC=CC2C=2C=C3C(=NNC3=CC2)N)N)C=CC1)OC=O)CC